O=C1NC(CCC1NC1=CC(=C(C=C1)CC(=O)O)F)=O 2-[4-[(2,6-dioxo-3-piperidyl)amino]-2-fluoro-phenyl]acetic acid